SC(CCO)(C)C 3-sulfanyl-3-methylbutan-1-ol